S1C(=NC2=C1C=CC=C2)NCC(=O)NCCCCCCC(=O)NO 7-(2-(benzo[d]thiazol-2-ylamino)acetamido)-N-hydroxyheptanamide